1-Aminoethane-1,1-diphosphonic acid NC(C)(P(O)(=O)O)P(O)(=O)O